27-[4-[2-[3-[2-[2-[3-(N-bromoacetylamino)propoxy]ethoxy]ethoxy]propylaminocarbonyl]ethyl]tetrazol-1-yl]-4,7,10,13,16,19,22,25-octaoxaheptacosanoic acid BrCC(=O)NCCCOCCOCCOCCCNC(=O)CCN1N=NN(C1)CCOCCOCCOCCOCCOCCOCCOCCOCCC(=O)O